(R)-isobutyl 3-amino-2-(((benzyloxy)carbonyl)amino)propanoate NC[C@H](C(=O)OCC(C)C)NC(=O)OCC1=CC=CC=C1